F[B-](F)(F)F.S(N=C=O)N=C=O thioisocyanate fluoroborate salt